O1COC2=C1C=CC(=C2)C=2C=C(C=CC2Br)C=O 3-benzodioxol-5-yl-(4-bromophenyl)methanone